(2S,4r)-1-[(2S)-2-(4-cyclopropyl-triazol-1-yl)-3,3-dimethyl-butyryl]-4-hydroxy-N-(3-tetrahydropyran-2-yl-prop-2-ynyl)pyrrolidine-2-carboxamide C1(CC1)C=1N=NN(C1)[C@H](C(=O)N1[C@@H](C[C@H](C1)O)C(=O)NCC#CC1OCCCC1)C(C)(C)C